tert-butyl 2-[1-[1-(2,6-dibenzyloxy-3-pyridyl)-6-fluoro-3-methyl-2-oxo-benzimidazol-5-yl]-4-hydroxy-4-piperidyl]acetate C(C1=CC=CC=C1)OC1=NC(=CC=C1N1C(N(C2=C1C=C(C(=C2)N2CCC(CC2)(O)CC(=O)OC(C)(C)C)F)C)=O)OCC2=CC=CC=C2